tert-Butyl 4-(imidazo[2,1-b][1,3,4]thiadiazol-2-yl)-3,6-dihydropyridine-1(2H)-carboxylate S1C=2N(N=C1C=1CCN(CC1)C(=O)OC(C)(C)C)C=CN2